(2R,4R)-N1-(4-chlorophenyl)-N2-(5-(3-cyclopropyl-1-((R)-1,1-dimethylethylsulfinamido)-1-(pyridin-4-yl)propyl)-2-fluorophenyl)-4-hydroxypyrrolidine-1,2-dicarboxamide ClC1=CC=C(C=C1)NC(=O)N1[C@H](C[C@H](C1)O)C(=O)NC1=C(C=CC(=C1)C(CCC1CC1)(C1=CC=NC=C1)N[S@](=O)C(C)(C)C)F